4-((2S,6S)-4-acryloyl-6-methylmorpholin-2-yl)-6-chloro-N-methyl-[2,4'-bipyridine]-2'-carboxamide C(C=C)(=O)N1C[C@@H](O[C@H](C1)C)C1=CC(=NC(=C1)Cl)C1=CC(=NC=C1)C(=O)NC